(1-((S)-1-acetylpiperidin-3-yl)-5-methyl-1H-pyrazol-4-yl)-4-((R)-1-(5-fluoropyridin-2-yl)ethoxy)pyrazolo[1,5-a]pyridine-3-carbonitrile C(C)(=O)N1C[C@H](CCC1)N1N=CC(=C1C)C1=NN2C(C(=CC=C2)O[C@H](C)C2=NC=C(C=C2)F)=C1C#N